NC1=CC(=C(C=C1)N(CC(C)C)C)CS(=O)C 1-((4-amino-2-(methylsulfinylmethyl)phenyl)(methyl)amino)-2-methylpropan